BrC1=C(C=C(C=C1)N1CCN(CC1)C(=O)OC(C)(C)C)F tert-butyl 4-(4-bromo-3-fluoro-phenyl)piperazine-1-carboxylate